CN1[C@H]([C@H](CCC1)C1=NNC=C1Cl)CO[C@@H]1CC[C@@H](CC1)C1=C(C=CC=C1)Cl Methyl-cis-3-(4-chloro-1H-pyrazol-3-yl)-2-((((CIS)-4-(2-chlorophenyl)cyclohexyl)oxy)methyl)piperidine